(E)-methyl 4-(methyl (2-(2-(2-(tosyloxy)ethoxy)ethoxy) ethyl)amino)but-2-enoate CN(C/C=C/C(=O)OC)CCOCCOCCOS(=O)(=O)C1=CC=C(C)C=C1